N[C@@H]1C2=CC=CC=C2CC12CCN(CC2)C=2NC(C1=C(N2)NN=C1C(=C)C1=CC(=CC=C1)OC(F)(F)F)=O (S)-6-(1-amino-1,3-dihydrospiro[indene-2,4'-piperidine]-1'-yl)-3-(1-(3-(trifluoromethoxy)phenyl)vinyl)-1,5-dihydro-4H-pyrazolo[3,4-d]pyrimidin-4-one